N-(2-ethylamino-phenyl)-N'-(3-chlorobenzyl)-1,2-ethanediamine C(C)NC1=C(C=CC=C1)NCCNCC1=CC(=CC=C1)Cl